propylenediamine 2,5-furandicarboxylate O1C(=CC=C1C(=O)O)C(=O)O.C(C(C)N)N